FC=1C=C2C=CC=NC2=C(C1)C(=O)O 6-fluoroquinoline-8-carboxylic acid